2-[[2-(3,5-dichloropyrazol-1-yl)-2-methyl-propanoyl]amino]-4-[[3-fluoro-2-methoxy-propyl]-[4-(5,6,7,8-tetrahydro-1,8-naphthyridin-2-yl)butyl]amino]butanoic acid ClC1=NN(C(=C1)Cl)C(C(=O)NC(C(=O)O)CCN(CCCCC1=NC=2NCCCC2C=C1)CC(CF)OC)(C)C